N=C(C(=O)OCCCCCCCC)C.[Na] sodium octyl iminopropionate